COS(=O)(=O)O.BrC1=C(C(=NC(=C1CNC(S)=N)Cl)Cl)F (4-Bromo-2,6-dichloro-5-fluoronicotinyl)isothiourea methyl-sulfate